FC(C)C1=CC=C(C=C1)CC(=O)O 4-(1-fluoroethyl)-phenylacetic acid